O.O.[Na+].[Na+].N[C@@H](CC1=CC=C(C=C1)O)C(=O)[O-].N[C@@H](CC1=CC=C(C=C1)O)C(=O)[O-] Tyrosine disodium salt dihydrate